FC1=C2C=C(NC2=CC(=C1)F)C(=O)N([C@@H](CC(C)C)C(=O)N1C[C@@]2(C[C@H]1C(=O)N)C1=C(NC(O2)=O)C=CC=C1)C (4R,5'S)-1'-(N-(4,6-difluoro-1H-indole-2-carbonyl)-N-methyl-L-leucyl)-2-oxo-1,2-dihydrospiro[benzo[d][1,3]oxazine-4,3'-pyrrolidine]-5'-carboxamide